(5R)-6,7-dihydro-5H-cyclopenta[1,2-b]pyridin-5-amine N1=C2C(=CC=C1)[C@@H](CC2)N